C1(CCCC1)CC(=O)N(C)C1=C(C(=C(C=C1)Cl)COC1=C2C=CN=CC2=CC=C1)Cl 2-cyclopentyl-N-[2,4-dichloro-3-(isoquinolin-5-yloxymethyl)phenyl]N-methylacetamide